(4,4-dimethyl-4,5-dihydrothiazol-2-yl)quinazoline-4,6-diamine CC1(N=C(SC1)C1=NC2=CC=C(C=C2C(=N1)N)N)C